8-(trifluoromethyl)-9H-purin FC(C=1NC2=NC=NC=C2N1)(F)F